N-(2-bromo-6-fluorophenyl)-2-((6-(4-(2-hydroxyethyl)piperazin-1-yl)-2-methylpyrimidin-4-yl)amino)thiazole-5-carboxamide BrC1=C(C(=CC=C1)F)NC(=O)C1=CN=C(S1)NC1=NC(=NC(=C1)N1CCN(CC1)CCO)C